C(C1=CC=CC=C1)(=O)O[C@@H]1[C@](O[C@H]([C@@H]1OC(C1=CC=CC=C1)=O)N1C=CC2=C1N=CN=C2NC(C2=CC=CC=C2)=O)(CI)F (2R,3S,4R,5R)-5-(4-benzamido-7H-pyrrolo[2,3-d]pyrimidin-7-yl)-2-fluoro-2-(iodomethyl)tetrahydrofuran-3,4-diyl dibenzoate